C(C)(SCC1=CC(=C(C(=C1)C)F)C)=O S-(4-fluoro-3,5-dimethylbenzyl) ethanethioate